C1(CCC1)C1=CC(=CC2=C1N=C(S2)N2[C@H]1C[C@@H]([C@@H](C2)C1)OCC=1C(=NOC1C1CC1)C1=C(C=CC=C1Cl)Cl)C(=O)OC methyl 4-cyclobutyl-2-((1R,4R,5S)-5-((5-cyclopropyl-3-(2,6-dichlorophenyl)isoxazol-4-yl)methoxy)-2-azabicyclo[2.2.1]heptan-2-yl)benzo[d]thiazole-6-carboxylate